ClC=1SC(=CC1C(NS(=O)C(C)(C)C)C1=CC(=CC=C1)Cl)C(=O)C=1C(=NC=NC1)Cl rac-N-[{2-Chloro-5-[(4-chloropyrimidin-5-yl)carbonyl]3-thienyl}(3-chlorophenyl)methyl]-2-methylpropane-2-sulfinamide